((2R,3S,4R,5R)-5-cyano-3,4-dihydroxy-5-(4-(((pentyloxy)carbonyl)amino)pyrrolo[2,1-f][1,2,4]triazin-7-yl)tetrahydrofuran-2-yl)methyl L-valinate N[C@@H](C(C)C)C(=O)OC[C@H]1O[C@]([C@@H]([C@@H]1O)O)(C1=CC=C2C(=NC=NN21)NC(=O)OCCCCC)C#N